2-Cyclopentyl-N-[2,6-dimethyl-4-(4-trifluoromethyl-benzylamino)-phenyl]-acetamide C1(CCCC1)CC(=O)NC1=C(C=C(C=C1C)NCC1=CC=C(C=C1)C(F)(F)F)C